CC=1C=C(C=C2C=NNC12)C[C@H](C(N1CCCCC1)=O)NC(=O)N1CCC(CC1)N1C(NC2=CC=CC=C2C1)=O |r| (±)-4-(2-Oxo-1,4-dihydro-2H-quinazolin-3-yl)-piperidine-1-carboxylic acid [1-(7-methyl-1H-indazol-5-ylmethyl)-2-oxo-2-piperidin-1-yl-ethyl]-amide